2-METHYL-N-(1-METHYLINDAZOL-7-YL)-6-[4-(TRIFLUOROMETHYL)PYRAZOL-1-YL]PYRIDINE-3-SULFONAMIDE CC1=NC(=CC=C1S(=O)(=O)NC=1C=CC=C2C=NN(C12)C)N1N=CC(=C1)C(F)(F)F